FC=1C=C(CC=2C=C3C(N(C=NC3=C(C2C)C)[C@H]2CCOC[C@@H]2O)=O)C=CC1C(NC1(COC1)C)=O 1,5-anhydro-2,3-dideoxy-3-(6-(3-fluoro-4-((3-methyloxetan-3-yl)carbamoyl)benzyl)-7,8-dimethyl-4-oxoquinazolin-3(4H)-yl)-L-threo-pentitol